C[Si](C1=C(C(=C(C(=C1F)F)[B])F)F)(C(C)(C)C)C (4-[dimethyl-(t-butyl)silyl]tetrafluorophenyl)boron